CCCCCCCCC/C=C\C=C\CCCO 4E,6Z-hexadecadien-1-ol